1-benzyl-6-chloro-3-methyl-1H-pyrimidin-2,4-dione C(C1=CC=CC=C1)N1C(N(C(C=C1Cl)=O)C)=O